cis-6-methyl-N-(naphthalen-2-ylmethyl)-4-(phenylsulfonyl)-1-(thiophene-2-carbonyl)piperazine-2-carboxamide C[C@@H]1CN(C[C@@H](N1C(=O)C=1SC=CC1)C(=O)NCC1=CC2=CC=CC=C2C=C1)S(=O)(=O)C1=CC=CC=C1